FC=1N=C(NC1[C@H]1[C@H](CN(CC1)S(=O)(=O)C=1C=NC(=NC1)N)C)C1=NC=C(C=C1)F 5-[[(3R,4R)-4-[4-Fluoro-2-(5-fluoro-2-pyridyl)-1H-imidazol-5-yl]-3-methyl-1-piperidyl]sulfonyl]pyrimidin-2-amine